4'-acetoxybenzil C(C)(=O)OC1=CC=C(C(C(C2=CC=CC=C2)=O)=O)C=C1